Ethyl 2-((benzo[b]thiophen-7-ylthio) methyl)-3,4-difluorobenzoate S1C2=C(C=C1)C=CC=C2SCC2=C(C(=O)OCC)C=CC(=C2F)F